O[C@@H](CN1N=C(C(=C1)C1=CC=2N(C=C1)N=CC2C(=O)OC)C)COCCOC methyl (S)-5-(1-(2-hydroxy-3-(2-methoxyethoxy)propyl)-3-methyl-1H-pyrazol-4-yl)pyrazolo[1,5-a]pyridine-3-carboxylate